N-methyl-N-(1-((R)-1-tritylaziridine-2-carbonyl)piperidine-4-carbonyl)-L-valine CN([C@@H](C(C)C)C(=O)O)C(=O)C1CCN(CC1)C(=O)C1[N@@](C1)C(C1=CC=CC=C1)(C1=CC=CC=C1)C1=CC=CC=C1